C(C1=CC=CC=C1)N1CCN(CC1)C[C@@H](C(=O)N1CCN([C@H]2C[C@@H]12)C=1C2=C(N=CN1)NC(C[C@H]2C)=O)C2=CC=C(C=C2)Cl (R)-4-((1S,6R)-5-((S)-3-(4-benzylpiperazin-1-yl)-2-(4-chlorophenyl)propionyl)-2,5-diazabicyclo[4.1.0]hept-2-yl)-5-methyl-5,8-dihydropyrido[2,3-d]pyrimidin-7(6H)-one